CC1=NOC(=N1)C1=CC=CC(=N1)OCCCN1CCN(CC1)C1=NSC2=C1C=CC=C2 3-(4-{3-[6-(3-methyl-[1,2,4]oxadiazol-5-yl)-pyridin-2-yloxy]-propyl}-piperazin-1-yl)-benzo[d]isothiazole